OC1=C(C(=O)NC2=CC=C(C=C2)CC(=O)O)C=C(C=C1S(=O)(=O)O)O (4-(2,5-dihydroxy-3-sulfobenzamido)phenyl)acetic acid